Cyanoethyl (2-((2-(dimethoxyphosphoryl) ethyl) (methyl) amino) ethyl) diisopropylphosphoramidite C(C)(C)N(P(OCCC#N)OCCN(C)CCP(=O)(OC)OC)C(C)C